5-(tert-butyl)-N-(2-chloro-4-(6-morpholinopyrrolo[2,1-f][1,2,4]triazin-4-yl)benzyl)-1,3,4-oxadiazole-2-carboxamide C(C)(C)(C)C1=NN=C(O1)C(=O)NCC1=C(C=C(C=C1)C1=NC=NN2C1=CC(=C2)N2CCOCC2)Cl